5-(5-((4-methoxybenzyl)amino)-1,2,4-thiadiazol-3-yl)-2-naphthoic acid COC1=CC=C(CNC2=NC(=NS2)C2=C3C=CC(=CC3=CC=C2)C(=O)O)C=C1